ClC=1C=C(C=CC1N1C(N(C=C1)C)=O)C1=C(C(=CC(=C1)F)C=1C=NC(=C(C1)N1CC2(CCN2C(C)C)CC1)N(C)C)O 1-(3-chloro-3'-(6-(dimethylamino)-5-(1-isopropyl-1,6-diazaspiro[3.4]octan-6-yl)pyridin-3-yl)-5'-fluoro-2'-hydroxy-[1,1'-biphenyl]-4-yl)-3-methyl-1H-imidazol-2(3H)-one